C1(CC1)C1=C(C(=NO1)C1=C(C=NC=C1Cl)Cl)/C=C/C1C2CN(CC12)C=1SC(=CN1)C=1C=C(C(=O)OC(C)(C)C)C=C(C1)OC tert-butyl (E)-3-(2-(6-(2-(5-cyclopropyl-3-(3,5-dichloropyridin-4-yl)isoxazol-4-yl)vinyl)-3-azabicyclo[3.1.0]hexan-3-yl)thiazol-5-yl)-5-methoxybenzoate